N-(trans-4-hydroxytetrahydrofuran-3-yl)-2-methyl-5-((1-methyl-1H-pyrazol-5-yl)methoxy)benzofuran-3-carboxamide O[C@H]1[C@@H](COC1)NC(=O)C1=C(OC2=C1C=C(C=C2)OCC2=CC=NN2C)C